ClC=1C=CC2=C([C@](C(CCN2C(=O)C2=CC(=C(C=C2)NC(C2=C(C=CC(=C2)F)C(F)F)=O)F)(F)F)(CO)O)C1 N-{4-[(5R)-7-chloro-4,4-difluoro-5-hydroxy-5-(hydroxymethyl)-2,3,4,5-tetrahydro-1H-1-benzazepine-1-carbonyl]-2-fluorophenyl}-2-(difluoromethyl)-5-fluorobenzamide